C[C@@H]1N(C[C@H](NC1)C)C1=NC2=CC=CC=C2C=N1 2-[(2S,5R)-2,5-dimethylpiperazin-1-yl]quinazoline